Cl.FC1=CC=2NC([C@@H]3N(C2N=C1)CCNC3)=O (R)-3-fluoro-7,8,9,10-tetrahydro-5H-pyrazino[1,2-a]pyrido[3,2-e]pyrazin-6(6aH)-one hydrochloride